3-(7-chloro-1H-indol-4-yl)-5-(3-chloro-5-fluoropyridin-2-yl)-2-(2,6-diethylphenyl)-4,5,6,7-tetrahydro-2H-pyrazolo[4,3-c]pyridine ClC=1C=CC(=C2C=CNC12)C=1N(N=C2C1CN(CC2)C2=NC=C(C=C2Cl)F)C2=C(C=CC=C2CC)CC